2-((7-(2-fluoro-4-hydroxy-3-isopropylbenzyl)-1-methyl-2,3-dihydro-1H-inden-4-yl)oxy)acetic acid FC1=C(CC=2C=CC(=C3CCC(C23)C)OCC(=O)O)C=CC(=C1C(C)C)O